5-(2-methoxyphenyl)-3-(4-(4-methylpiperazin-1-yl)phenyl)-1H-pyrazolo[4,3-c]pyridazin-6(5H)-one COC1=C(C=CC=C1)N1N=C2C(=CC1=O)NN=C2C2=CC=C(C=C2)N2CCN(CC2)C